C(C)N(C1=CC=C(C=C1)C=CC1N(C=2C=CC3=C(C2C1(C)C)C=CC=C3)CCCCS(=O)(=O)OC)CC 2-[2-[4-(diethylamino)phenyl]vinyl]-3-[4-(methoxysulfonyl)butyl]-1,1-dimethyl-1H-benzo[e]indole